NC(C(C1=CC(=CC=C1)OCCN(C)C)OS(=O)(=O)C)=O methanesulfonic acid 2-amino-1-(3-(2-(dimethylamino) ethoxy) phenyl)-2-oxoethyl ester